N-(3-(2-((1-methyl-1H-pyrazol-4-yl)amino)-7-(trifluoromethyl)-9H-pyrimido[4,5-b]indol-9-yl)phenyl)acrylamide CN1N=CC(=C1)NC=1N=CC2=C(N(C3=CC(=CC=C23)C(F)(F)F)C=2C=C(C=CC2)NC(C=C)=O)N1